NC1=C(C=CC=C1C(=O)[O-])Br 6-amino-5-bromobenzoate